3-(6-{[2-(1,1-dimethylethyl)phenyl]oxy}-3-pyridinyl)-5,5-dimethyl-2,4-imidazolidinedione CC(C)(C)C1=C(C=CC=C1)OC1=CC=C(C=N1)N1C(NC(C1=O)(C)C)=O